CC1OCC(C2=CC(=CC=C12)C(F)(F)F)=O 1-methyl-6-(trifluoromethyl)isochroman-4-one